3-(isoquinolin-4-yl)-2-oxo-1-(5-(trifluoromethyl)pyridazin-3-yl)imidazolidine-4-carbonitrile C1=NC=C(C2=CC=CC=C12)N1C(N(CC1C#N)C=1N=NC=C(C1)C(F)(F)F)=O